The molecule is a phosphatidylcholine 38:0 in which the acyl groups specified at positions 1 and 2 are tetracosanoyl and tetradecanoyl respectively. It is a phosphatidylcholine 38:0 and a tetradecanoate ester. It derives from a tetracosanoic acid. CCCCCCCCCCCCCCCCCCCCCCCC(=O)OC[C@H](COP(=O)([O-])OCC[N+](C)(C)C)OC(=O)CCCCCCCCCCCCC